COCCN1CC2=C(CC1)N(N=C2)C=O (5-(2-methoxyethyl)-4,5,6,7-tetrahydro-1H-pyrazolo[4,3-c]pyridin-1-yl)methanone